4,4-dimethyl-6-(5-(2-methyl-5,6,7,8-tetrahydroimidazo[1,2-a]pyrazine-7-carbonyl)-1H-pyrrolo[2,3-b]pyridin-3-yl)-3,4-dihydroisoquinolin-1(2H)-one CC1(CNC(C2=CC=C(C=C12)C1=CNC2=NC=C(C=C21)C(=O)N2CC=1N(CC2)C=C(N1)C)=O)C